silicon germanium-silicon [Si].[Ge].[Si]